4-(2-fluoro-6-methoxyphenyl)-2-(5-(4-methylpiperazin-1-yl)pyridin-2-yl)-2,3-dihydro-1H-pyrrolo[3,4-c]pyridin-1-one FC1=C(C(=CC=C1)OC)C1=NC=CC2=C1CN(C2=O)C2=NC=C(C=C2)N2CCN(CC2)C